Undecyl-3-ethylpyrrolium triflate [O-]S(=O)(=O)C(F)(F)F.C(CCCCCCCCCC)[NH+]1C=C(C=C1)CC